C(C)(C)(C)NC1=NC(=NC=N1)NCC 2-(tert-butylamino)-6-(ethylamino)-S-triazine